pentaerythritol tetra(thioglycolate) C(CS)(=O)OCC(COC(CS)=O)(COC(CS)=O)COC(CS)=O